COC1=NC(=CC=C1NC(=O)C=1C(=NOC1C)C1=CC=CC=C1)C=1OC=CN1 N-(2-methoxy-6-oxazol-2-yl-3-pyridyl)-5-methyl-3-phenyl-isoxazole-4-carboxamide